(S)-9-(((benzyloxy)carbonyl)amino)-3,10-dioxo-1-phenyl-2,14,17,20,23-pentaoxa-4,11-diaza-hexacosane C(C1=CC=CC=C1)OC(=O)N[C@@H](CCCCNC(OCC1=CC=CC=C1)=O)C(NCCOCCOCCOCCOCCC)=O